2-(3-(4-fluorophenyl)-5-(1-hydroxyethyl)-7-methylquinolin-2-yl)acetonitrile FC1=CC=C(C=C1)C=1C(=NC2=CC(=CC(=C2C1)C(C)O)C)CC#N